ClC=1C=C2CC(COC2=CC1)C(=O)C1=CN(C2=CC(=CC=C12)C=1C(=NNC1)OC)CCO (6-Chlorochroman-3-yl)(1-(2-hydroxyethyl)-6-(3-methoxy-1H-pyrazol-4-yl)-1H-indol-3-yl)methanone